1-(4-methoxybenzene-1-sulfonyl)-N-[(pyrimidin-5-yl)methyl]-1H-pyrazole-3-carboxamide COC1=CC=C(C=C1)S(=O)(=O)N1N=C(C=C1)C(=O)NCC=1C=NC=NC1